tri(trisilane) borate B(O)(O)O.[SiH3][SiH2][SiH3].[SiH3][SiH2][SiH3].[SiH3][SiH2][SiH3]